methyl-4-(2-(6-(4-chlorophenyl)-1,1-dioxido-1,2,6-thiadiazinan-2-yl)acetamido)adamantane-1-carboxylate COC(=O)C12CC3C(C(CC(C1)C3)C2)NC(CN2S(N(CCC2)C2=CC=C(C=C2)Cl)(=O)=O)=O